CNC1=CC=NC2=CC=C(N=C12)C=1C(=NNC1)C1=NC(=CC=C1)C N-methyl-6-[3-(6-methyl-2-pyridyl)-1H-pyrazol-4-yl]-1,5-naphthyridin-4-amine